7-[[(4-methoxyphenyl)methyl]sulfanyl]-[1,2,4]triazolo[1,5-a]pyridine COC1=CC=C(C=C1)CSC1=CC=2N(C=C1)N=CN2